C(C)OC1=CC=C(C=C1)C1=CN=CC(=N1)C(=O)N/N=C/C1=C(CCCC1)C (E)-6-(4-ethoxyphenyl)-N'-((2-methylcyclohex-1-en-1-yl)methylene)pyrazine-2-carbohydrazide